(2S,5R)-2-(N-Cyclopentylcarbamimidoyl)-7-oxo-1,6-diazabicyclo[3.2.1]octan-6-yl hydrogen sulfate S(=O)(=O)(ON1[C@@H]2CC[C@H](N(C1=O)C2)C(NC2CCCC2)=N)O